DIMETHYLOLPROPIONIC ACID CC(CO)(CO)C(=O)O